C(C1=CC=CC=C1)OC1=CC=C(C=C1)NC1CCN(CC1)C(=O)OC(C)(C)C tert-Butyl 4-((4-(benzyloxy)phenyl)amino)piperidine-1-carboxylate